Cl.C(C)OC(C(CC(C)C)N)=O amino-4-methylpentanoic acid ethyl ester hydrochloride